NC1=NC(=C2N=CN(C2=N1)[C@@H]1O[C@@H](OC1)CO)N [(2R,4R)-4-(2,6-diaminopurin-9-yl)-1,3-dioxolan-2-yl]methanol